Tert-butyl N-(3-hydroxy-4-[5H-imidazo[4,3-a]isoindol-5-yl]pyrrolidine-1-sulfonyl)carbamate OC1CN(CC1C1N2C(C3=CC=CC=C13)=CN=C2)S(=O)(=O)NC(OC(C)(C)C)=O